5-chloro-N-((1r,4r)-4-((3-(1-(2-hydroxyethyl)-3-methyl-1H-indazol-5-yl)-2-oxo-2,3-dihydro-1H-benzo[d]imidazol-1-yl)methyl)cyclohexyl)-2-methylnicotinamide ClC=1C=NC(=C(C(=O)NC2CCC(CC2)CN2C(N(C3=C2C=CC=C3)C=3C=C2C(=NN(C2=CC3)CCO)C)=O)C1)C